2-{5-[4-(difluoromethyl)phenyl]-1,4-dimethyl-1H-pyrazol-3-yl}-1H-isoindole-1,3(2H)-dione FC(C1=CC=C(C=C1)C1=C(C(=NN1C)N1C(C2=CC=CC=C2C1=O)=O)C)F